methyl 5-fluoro-1-hydroxy-3-phenyl-1,3-dihydrobenzo[c][1,2]oxaborole-3-carboxylate FC1=CC2=C(B(OC2(C(=O)OC)C2=CC=CC=C2)O)C=C1